FC=1C=CC(=NC1)OC[C@@H]1N(C2CC(C1)C2)C(=O)C2=C(C=CC(=C2)C)N2N=CC=N2 (3R)-3-{[(5-fluoropyridin-2-yl)oxy]methyl}-2-{[5-methyl-2-(2H-1,2,3-triazol-2-yl)phenyl]carbonyl}-2-azabicyclo[3.1.1]heptane